FC=1C=CC=C2C(=NNC12)C(=O)NC=1C=NN(C1)C 7-fluoro-N-(1-methyl-1H-pyrazol-4-yl)-1H-indazole-3-carboxamide